C(C)OC=1C=C(C=CC1OC)C(CS(=O)(=O)C)N1C(C2=CC=CC(=C2C1=O)NC(C)=O)=O 2-[1-(3-ethoxy-4-methoxyphenyl)-2-methanesulfonylethyl]-4-acetylaminoisoindolin-1,3-dione